rac-2-[(4-Amino-5-benzoylthiazol-2-yl)-(1,3-benzodioxol-5-yl)amino]propanamid NC=1N=C(SC1C(C1=CC=CC=C1)=O)N([C@@H](C(=O)N)C)C1=CC2=C(OCO2)C=C1 |r|